2-((3,5-dicyano-6-(3,4-dihydro-2,7-naphthyridin-2(1H)-yl)-4-ethylpyridin-2-yl)sulfanyl)-2-phenylacetamide C(#N)C=1C(=NC(=C(C1CC)C#N)N1CC2=CN=CC=C2CC1)SC(C(=O)N)C1=CC=CC=C1